FC(OC=1C=C(C(=NC1F)N(CC1=CC=C(C=C1)OC)CC1=CC=C(C=C1)OC)F)F 5-(difluoromethoxy)-3,6-difluoro-N,N-bis[(4-methoxyphenyl)methyl]pyridin-2-amine